(5-Phenyl-1,3,4-thiadiazol-2-yl)(piperidin-4-yl)methanone C1(=CC=CC=C1)C1=NN=C(S1)C(=O)C1CCNCC1